NC=1C(NC2=C3C=CC=NC3=C(C=C2C1C1=C2C=NNC2=C(C=C1)F)C1CCC(CC1)O)=O 3-amino-4-(7-fluoro-1H-indazol-4-yl)-6-((1s,4s)-4-hydroxycyclohexyl)-1H-1,7-phenanthrolin-2-one